5-ethynyl-thiophene-2-carboxamide C(#C)C1=CC=C(S1)C(=O)N